3-[5-(3-fluorophenyl)pyridin-2-yl]-4,5-dihydro-1,2-oxazole-5-carboxylic acid FC=1C=C(C=CC1)C=1C=CC(=NC1)C1=NOC(C1)C(=O)O